FC(C=C)(CC=C)F 3,3-difluoro-1,5-hexadiene